7-(8-chloronaphthalen-1-yl)-4-((S)-3-(cyanomethyl)-4-(2-fluoroacryloyl)piperazin-1-yl)-6-fluoro-2-((tetrahydro-1H-pyrrolizin-7a(5H)-yl)methoxy)-4a,8a-dihydroquinoline-3-acetonitrile ClC=1C=CC=C2C=CC=C(C12)C=1C(=CC2C(=C(C(=NC2C1)OCC12CCCN2CCC1)CC#N)N1C[C@@H](N(CC1)C(C(=C)F)=O)CC#N)F